FC1(C(C1)O[C@H]1C[C@@H](N(CC1)CC1=C2C=CNC2=C(C=C1OC)C)C1=CC=C(C(=O)O)C=C1)F 4-((2R,4R)-4-(2,2-difluorocyclopropoxy)-1-((5-methoxy-7-methyl-1H-indol-4-yl)methyl)piperidin-2-yl)benzoic acid